2,4-dihydroxyl-3,3-dimethylbutyric acid OC(C(=O)O)C(CO)(C)C